C(C)OC(=O)C1=CN=CN1[C@H](C)C1=CC=CC=C1 R-(+)-1-(1-phenylethyl)-1H-imidazole-5-carboxylic acid ethyl ester